C(#N)C1=NC=CC=C1C(C(C)C=1N(C(C(=C(N1)C(=O)NC=1C=NOC1)OC)=O)C)C1=CC=CC=C1 2-[1-(2-cyanopyridin-3-yl)-1-phenylpropan-2-yl]-5-methoxy-1-methyl-N-(1,2-oxazol-4-yl)-6-oxopyrimidine-4-carboxamide